monoisoamyl alcohol C(CC(C)C)O